(2s,4s)-5-chloro-6-fluoro-2-(((((1r,3s,4s)-3-fluoro-4-hydroxycyclohexyl)amino)methyl)-2-phenyl-2,3-dihydrobenzofuran-4-yl)-4-(difluoromethoxy)-3-fluorobenzamide ClC=1C(=C(C(=C(C(=O)N)C1F)C1=CC=CC2=C1C[C@](O2)(C2=CC=CC=C2)CN[C@H]2C[C@@H]([C@H](CC2)O)F)F)OC(F)F